C(C)(C)(C)OC(=O)N1CCC(CC1)CN1CCC(CC1)N1CCNCC1 4-((4-(piperazin-1-yl)piperidin-1-yl)methyl)piperidine-1-carboxylic acid tert-butyl ester